ethyl-trans-3-hexenoate C(C)OC(C\C=C\CC)=O